pyridin-3-yl-6-ethyl-pyrazolo[1,5-a]pyridine-3-carbonitrile N1=CC(=CC=C1)C1=NN2C(C=CC(=C2)CC)=C1C#N